Tetraphenyl-butadiene C1(=CC=CC=C1)C(=CC=C(C1=CC=CC=C1)C1=CC=CC=C1)C1=CC=CC=C1